ClCC1=C(C=CC=C1)I 1-(chloromethyl)-2-iodobenzene